1-(trans-4-cyanotetrahydro-2H-pyran-3-yl)-3-[(1-hydroxy-7-methyl-3H-2,1-benzoxaborol-5-yl)amino]pyrazole-4-carboxamide C(#N)[C@H]1[C@@H](COCC1)N1N=C(C(=C1)C(=O)N)NC=1C=C(C2=C(COB2O)C1)C